C(C)(=O)OC=1C(=NC(=NC1)N(CC1=CC=C(C=C1)OC)CC1=CC=C(C=C1)OC)OC 5-Acetyloxy-4-methoxy-N,N-bis[(4-methoxyphenyl)methyl]Pyrimidin-2-amine